C(#C)C1=CC(N(C=2N=C(N=CC21)NC2=CC=C(C=C2)N2CCC(CC2)N2CCN(CC2)C)C2=CC=CC=C2)=O 5-Ethynyl-2-({4-[4-(4-methylpiperazin-1-yl)piperidin-1-yl]phenyl}amino)-8-phenylpyrido[2,3-d]pyrimidin-7-one